N-butyl-pyridinium chloride [Cl-].C(CCC)[N+]1=CC=CC=C1